C[C@]1(C[C@]2(CNC(O2)=O)CCC1=O)CN1C=NC2=C1C=C(C=C2)C#N |r| rac-1-(((5S,7S)-7-Methyl-2,8-dioxo-1-oxa-3-azaspiro[4.5]decan-7-yl)methyl)-1H-benzo[d]imidazole-6-carbonitrile